{2-Amino-4-[(5-methyl-thiophen-2-ylmethyl)-amino]-phenyl}-carbamic acid ethyl ester C(C)OC(NC1=C(C=C(C=C1)NCC=1SC(=CC1)C)N)=O